(R)- or (S)-N-(1-(4-(trifluoromethyl)-phenyl)-1,2,3,4-tetrahydro-quinolin-3-yl)acrylamide FC(C1=CC=C(C=C1)N1C[C@@H](CC2=CC=CC=C12)NC(C=C)=O)(F)F |o1:10|